1,3-diisocyanatocyclobutane N(=C=O)C1CC(C1)N=C=O